rel-3-chloro-4-((3,5-difluoropyridin-2-yl)methoxy)-3'-fluoro-2'-(2-(2-hydroxypropan-2-yl-1,1,1,3,3,3-d6)pyrimidin-4-yl)-5',6-dimethyl-2H-[1,4'-bipyridin]-2-one ClC=1C(N(C(=CC1OCC1=NC=C(C=C1F)F)C)C1=C(C(=NC=C1C)C1=NC(=NC=C1)C(C([2H])([2H])[2H])(C([2H])([2H])[2H])O)F)=O